3-(2-benzimidazolyl)-7-(diethylamino)-7-(2-benzothiazolyl)coumarin tert-butyl-(4-iodo-1-methoxyisoquinolin-6-yl)carbamate C(C)(C)(C)N(C(O)=O)C=1C=C2C(=CN=C(C2=CC1)OC)I.N1=C(NC2=C1C=CC=C2)C2C(OC1=CC(C=CC1=C2)(C=2SC1=C(N2)C=CC=C1)N(CC)CC)=O